5-benzenesulfonyl-N-(4-(4-(dimethylamino)-1-piperidinyl)-2-methoxyphenyl)-2-amino-5H-pyrrolo[3,2-d]pyrimidine C1(=CC=CC=C1)S(=O)(=O)N1C=CC=2N(C(N=CC21)N)C2=C(C=C(C=C2)N2CCC(CC2)N(C)C)OC